N-(3-fluoro-2-(3-methoxyazetidin-1-yl)benzyl)-2-(9-(pyridin-2-yl)-6-oxaspiro[4.5]decan-9-yl)ethylamine FC=1C(=C(CNCCC2(CCOC3(CCCC3)C2)C2=NC=CC=C2)C=CC1)N1CC(C1)OC